COC(C(C)(C)OC1=CC(=C(C=C1)[N+](=O)[O-])NCCOC)=O 2-[3-(2-methoxyethylamino)-4-nitro-phenoxy]-2-methyl-propionic acid methyl ester